N-(3-benzyl-4-oxo-3,4-dihydrothieno[2,3-d]pyrimidin-5-yl)-3,5-dichloro-4-hydroxybenzamide C(C1=CC=CC=C1)N1C=NC2=C(C1=O)C(=CS2)NC(C2=CC(=C(C(=C2)Cl)O)Cl)=O